ClC1=CC=C(C=C1)C1=NN(C(C1)C1=CC(=C(C=C1)F)F)C(CCC(=O)O)=O 4-(3-(4-Chlorophenyl)-5-(3,4-difluorophenyl)-4,5-dihydro-1H-pyrazol-1-yl)-4-oxobutanoic acid